N1(CCNCC1)C1=C(C=C(C=C1C(=O)N)C(=O)N)C(=O)N PiperazineTrimesamide